1-(((trifluoroMethyl)sulfonyl)pyrrolidin-3-yl)-1,6-dihydroimidazo[4,5-d]pyrrolo[2,3-b]pyridine FC(S(=O)(=O)N1CC(CC1)N1C=NC=2C1=C1C(=NC2)NC=C1)(F)F